6-amino-4-((3-chloro-4-((5-isopropylpyridin-2-yl)methoxy)phenyl)amino)-7-ethoxyquinoline-3-carbonitrile NC=1C=C2C(=C(C=NC2=CC1OCC)C#N)NC1=CC(=C(C=C1)OCC1=NC=C(C=C1)C(C)C)Cl